4-(aminomethyl)-2,6-difluorobenzimidamide dihydrochloride Cl.Cl.NCC1=CC(=C(C(N)=N)C(=C1)F)F